FC(C1=C(C=CC(=C1F)S(N[C@H](C(F)(F)F)C)(=O)=O)C1=C(N=C(S1)C1=NOC(=C1)CC(C(=O)OC)(C)C)C(=O)O)F (S)-5-(2-(difluoromethyl)-3-fluoro-4-(N-(1,1,1-trifluoropropan-2-yl)sulfamoyl)phenyl)-2-(5-(3-methoxy-2,2-dimethyl-3-oxopropyl)isoxazol-3-yl)thiazole-4-carboxylic acid